(13S,17S)-2-methoxy-13-methyl-7,8,9,11,12,13,14,15,16,17-decahydro-6H-cyclopenta[a]phenanthrene-3,17-diyl dipropionate C(CC)(=O)OC=1C(=CC=2C3CC[C@@]4([C@H](CCC4C3CCC2C1)OC(CC)=O)C)OC